ClCC(=O)N(NC([C@H](CC(C)C)N(C(=O)C=1NC2=CC=CC=C2C1)C)=O)CCC(=O)NC (S)-N-(1-(2-(2-Chloroacetyl)-2-(3-(methylamino)-3-oxo-propyl)hydrazinyl)-4-methyl-1-oxo-pentan-2-yl)-N-methyl-1H-indole-2-carboxamide